C(#N)C=1N(N=C2C(=CC=CC12)F)[C@H]1C=C(C(=O)O)O[C@H]([C@@H]1NC(C(C)C)=O)[C@H](O)[C@H](O)CO 2,6-Anhydro-4-(3-cyano-7-fluoro-2H-indazol-2-yl)-3,4,5-trideoxy-5-isobutyramido-D-glycero-D-galacto-non-2-enonic acid